3-((4-chloro-2-(1,3-dioxolan-2-yl)benzyl)amino)-1H-pyridine ClC1=CC(=C(CNC=2CNC=CC2)C=C1)C1OCCO1